6-phenylhex-2-enoate C1(=CC=CC=C1)CCCC=CC(=O)[O-]